NC1=NC2=NC=C(N=C2C(N1)=O)C(=O)O 2-amino-4-oxo-3,4-dihydropteridine-6-carboxylic acid